ClC1=NC2=C(C3=CC=CC=C13)N(C1=CC(=CC=C12)OC)CCCN(C)C 3-(5-chloro-9-methoxy-11H-indolo[3,2-c]isoquinolin-11-yl)-N,N-dimethyl-1-propylamine